C(C1=CC=CC=C1)N(C1C(CCC1)=O)CC1=CC=CC=C1 2-(dibenzylamino)cyclopentan-1-one